C(C)OC(CNC([C@@H](C)OC1=CC=C(C=C1)OC=1OC2=C(N1)C=CC(=C2)Cl)=O)=O (R)-(2-(4-(6-chlorobenzooxazol-2-oxy)phenoxy)propionyl)glycine ethyl ester